7-((6-(1-methyl-1H-pyrazol-4-yl)pyridin-3-yl)methyl)furo[3,2-b]Pyridine-5-carboxylic acid CN1N=CC(=C1)C1=CC=C(C=N1)CC1=C2C(=NC(=C1)C(=O)O)C=CO2